3-(7-((4-(dimethylamino)cyclohexyl)amino)-3-ethyl-1-oxidobenzo[b]thiophen-2-yl)prop-2-yn CN(C1CCC(CC1)NC1=CC=CC2=C1S(C(=C2CC)C#CC)=O)C